F[C@@H]1[C@@H](C1)C(=O)NC1=CC=C2C(=N1)N(C=C2C=2C=CC1=C(N=CS1)C2OC)COCC[Si](C)(C)C (1S,2S)-2-fluoro-N-[3-(4-methoxy-1,3-benzothiazol-5-yl)-1-[[2-(trimethylsilyl)ethoxy]methyl]pyrrolo[2,3-b]pyridin-6-yl]cyclopropane-1-carboxamide